ClC=1C=CC=2N(N1)C(=CN2)C2=NC=CC(=C2)NC2C(C2)O 2-((2-(6-chloroimidazo[1,2-b]pyridazin-3-yl)pyridin-4-yl)amino)-1-cyclopropanol